C(#N)C1=NC=CC(=C1F)NC(N(CC1=NNC(=C1)C(F)(F)F)C=1C=NC(=NC1)OC)=O (2-Cyano-3-fluoropyridin-4-yl)-1-(2-methoxypyrimidin-5-yl)-1-((5-(trifluoromethyl)-1H-pyrazol-3-yl)methyl)urea